(E)-4-(4-(2-(3-Methylbenzylidene)hydrazinyl)-7H-pyrrolo[2,3-d]pyrimidin-2-yl)morpholine CC=1C=C(\C=N\NC=2C3=C(N=C(N2)N2CCOCC2)NC=C3)C=CC1